C(C)(C)(C)OC(=O)N1C[C@@H]2[C@H](C1)CC(C2)=O (3aR,6aS)-5-oxohexahydrocyclopenta[c]pyrrole-2(1H)-carboxylic acid tert-butyl ester